1-(4-cyanophenyl)-3-(4-(morpholinomethyl)-3-((trifluoromethyl)sulfonyl)phenyl)urea C(#N)C1=CC=C(C=C1)NC(=O)NC1=CC(=C(C=C1)CN1CCOCC1)S(=O)(=O)C(F)(F)F